C1(CC1)C=1C=C(C=2N(C1)C=C(N2)CNC)N2C(N(C(C2)=O)C)=O 1-(6-cyclopropyl-2-((methylamino)methyl)imidazo[1,2-a]pyridin-8-yl)-3-methylimidazolidine-2,4-dione